[I-].C[N+](CCO)(CCO)CC1=CC=C(C=C1)C=C N-methyl-N,N-bis(2-hydroxyethyl)-4-vinylbenzylammonium iodide